cyclohexanone O-trityl oxime C(C1=CC=CC=C1)(C1=CC=CC=C1)(C1=CC=CC=C1)ON=C1CCCCC1